C(C)(C)(C)OC(=O)N1CC2(CC2C1)C(N)=O.COC1=CC=C(C=C1)/C(=C\C1=CC=C(C=C1)OC)/C1=C(C=CC=C1)C1=C(C=CC(=C1)C)P(C1=CC=CC=C1)C1=CC=CC=C1 (E)-(2'-(1,2-bis(4-methoxyphenyl)vinyl)-5-methyl-[1,1'-biphenyl]-2-yl)diphenylphosphine tert-butyl-1-carbamoyl-3-azabicyclo[3.1.0]hexane-3-carboxylate